[Si](C1=CC=CC=C1)(C1=CC=CC=C1)(C(C)(C)C)OCC[C@H](CCC)NC=1C2=C(N=C(N1)NC(OC)=O)C=NN2CC2=C(C=C(C=C2)C(C)(C)O)OC methyl (S)-(7-((1-((tert-butyldiphenylsilyl)oxy)hexan-3-yl)amino)-1-(4-(2-hydroxypropan-2-yl)-2-methoxybenzyl)-1H-pyrazolo[4,3-d]pyrimidin-5-yl)carbamate